NC1=C(C=CC=C1S(=O)(=O)O)S(=O)(=O)O amino-m-benzenedisulfonic acid